C(#N)C1(CCCCC1)C1=CC=C(C=C1)N1C(C2=CC=CC=C2[C@@H]([C@H]1C1=CC2=C(OCCO2)C=C1)C(=O)O)=O |&1:22| (3S,4S) and (3S,4R)-2-[4-(1-cyanocyclohexyl)phenyl]-3-(2,3-dihydro-1,4-benzodioxin-6-yl)-1-oxo-1,2,3,4-tetrahydroisoquinoline-4-carboxylic acid